ClC1=NC=C(C(=C1)C1CNCCC12CCN(CC2)C)I (2-chloro-5-iodopyridin-4-yl)-9-methyl-3,9-diazaspiro[5.5]undecane